1-(4-fluorobenzyl)spiro[pyrrolidine-3,1'-pyrrolo[3,4-c]pyridine]-2,3'(2'H)-dione FC1=CC=C(CN2C(C3(NC(C=4C=NC=CC43)=O)CC2)=O)C=C1